N-((1S,3S)-3-Hydroxycyclobutyl)-3-((6-(3-methylisoxazol-4-yl)-1-oxoisoquinolin-2(1H)-yl)methyl)benzamide OC1CC(C1)NC(C1=CC(=CC=C1)CN1C(C2=CC=C(C=C2C=C1)C=1C(=NOC1)C)=O)=O